O[C@H]1[C@H](O[C@@]2(CCCO2)[C@@H]([C@H]1N1N=NC(=C1)C1=CC(=C(C(=C1)F)F)F)OCC1CCS(CC1)(=O)=O)CO 4-((((5s,7r,8r,9s,10r)-8-hydroxy-7-(hydroxymethyl)-9-(4-(3,4,5-trifluorophenyl)-1H-1,2,3-triazol-1-yl)-1,6-dioxaspiro[4.5]dec-10-yl)oxy)methyl)tetrahydro-2H-thiopyran 1,1-dioxide